5-chloro-1-cyclobutyl-4-nitro-1H-pyrazole ClC1=C(C=NN1C1CCC1)[N+](=O)[O-]